C(CCCCCCCCCCC)[NH3+].C1(=CC=CC=C1)C=1N=NNC1 phenyltriazole dodecyl-ammonium salt